(2R)-2-(difluoromethyl)-4-(8-fluoro-3-quinolyl)-2,8-dimethyl-1,3-benzothiazine FC([C@]1(SC2=C(C(=N1)C=1C=NC3=C(C=CC=C3C1)F)C=CC=C2C)C)F